FC(CC(=O)O)(F)F 3,3,3-TRIFLUOROPROPIONIC ACID